C(C=C)N1C[C@@H](C[C@@H]2C=3C=CC=C4NC=C(C[C@@H]12)C34)C(=O)N(C(=O)NCC)CCCN(C)C 1-[(6-allylergolin-8β-yl)-carbonyl]-1-[3-(dimethylamino)propyl]-3-ethylurea